BrC1=CC(=C(C=C1)C[C@@H]1NC(=NOC1)C1=C(N=NC(=C1)C)OC1=C(C(=CC=C1)Cl)F)C (5S)-5-[(4-bromo-2-methylphenyl)methyl]-3-[3-(3-chloro-2-fluorophenoxy)-6-methylpyridazin-4-yl]-5,6-dihydro-4H-1,2,4-oxadiazine